N1CC(C1)C1=CC=2C(=NC=CN2)N(C1=O)CC1=NC=CC=C1C(F)(F)F 7-(azetidin-3-yl)-5-((3-(trifluoromethyl)pyridin-2-yl)methyl)pyrido[2,3-b]pyrazin-6(5H)-one